(9H-fluoren-9-yl)methyl (2-isopropyl-5-methyl-3-oxo-2,3-dihydro-1H-pyrazol-4-yl)carbamate C(C)(C)N1NC(=C(C1=O)NC(OCC1C2=CC=CC=C2C=2C=CC=CC12)=O)C